(E)-3-(3,4-dichlorophenyl)-N-(2-(4-(methylsulfonyl)piperazin-1-yl)-2-oxoethyl)acrylamide ClC=1C=C(C=CC1Cl)/C=C/C(=O)NCC(=O)N1CCN(CC1)S(=O)(=O)C